3-difluoromethyl-1-methyl-N-(7-trifluoromethoxy-1,1,3-trimethyl-4-indanyl)-4-pyrazolecarboxamide FC(C1=NN(C=C1C(=O)NC1=C2C(CC(C2=C(C=C1)OC(F)(F)F)(C)C)C)C)F